{4-[4-(2-azetidin-1-yl-phenyl)-piperazin-1-yl]-2-cyclopropyl-quinazolin-6-yl}-ethyl-methyl-amine N1(CCC1)C1=C(C=CC=C1)N1CCN(CC1)C1=NC(=NC2=CC=C(C=C12)N(C)CC)C1CC1